CC1=CN=C(S1)C=1C=C(C(=O)N[C@H](C)C=2C=NC(=NC2)C(F)(F)F)C=C(C1)OC[C@@H]1NC(COC1)=O 3-(5-methyl-1,3-thiazol-2-yl)-5-{[(3R)-5-oxomorpholin-3-yl]methoxy}-N-{(1R)-1-[2-(trifluoromethyl)pyrimidin-5-yl]ethyl}benzamide